ClC1=C(C(=C2C(=N1)N(C=N2)[C@@H]2[C@@H]1[C@H]([C@@H]3[C@H]2OC(O3)(C)C)C1)NCC(F)F)F 5-chloro-N-(2,2-difluoroethyl)-3-((3aR,3bR,4aS,5R,5aS)-2,2-dimethylhexahydrocyclopropa[3,4]cyclopenta[1,2-d][1,3]dioxol-5-yl)-6-fluoro-3H-imidazo[4,5-b]pyridin-7-amine